1-{1,4-dioxaspiro[4.5]dec-8-yl}-3-(2-methylsulfonylethoxy)-1H-pyrazole-4-carboxylic acid O1CCOC12CCC(CC2)N2N=C(C(=C2)C(=O)O)OCCS(=O)(=O)C